9,10-dihydro-8-oxa2,4,10a-triazanaphtho[2,1,8-cde]azulene-1(2H)-one C1(NC2=C3C4=C(OCCN13)C=CC=C4N=C2)=O